COC1=CC(=CC2=C1OC(C2CO)C3=CC(=C(C=C3)OS(=O)(=O)O)OC)/C=C/C(=O)O The molecule is a guaiacyl lignin that is glycosmisic acid in which the phenolic hydrogen is replaced by a sulfo group. It has a role as a plant metabolite. It is an alpha,beta-unsaturated monocarboxylic acid, a member of 1-benzofurans, a guaiacyl lignin, a monomethoxybenzene, a primary alcohol and an aryl sulfate. It derives from a glycosmisic acid.